BrC1=CC=CC2=C1NC(=NS2(=O)=O)Cl 5-bromo-3-chloro-4H-benzo[e][1,2,4]thiadiazine 1,1-dioxide